(R)-1-((6-(2-chloro-2'-methyl-3'-((2-methylpyrido[3,2-d]pyrimidin-4-yl)amino)-[1,1'-biphenyl]-3-yl)-2-methoxypyridin-3-yl)methyl)-3-methylpyrrolidin-3-ol ClC1=C(C=CC=C1C1=CC=C(C(=N1)OC)CN1C[C@@](CC1)(O)C)C1=C(C(=CC=C1)NC=1C2=C(N=C(N1)C)C=CC=N2)C